10-hydroxydecane OCCCCCCCCCC